1-{4-[(2S)-5-(carbamoylamino)-2-[(2S)-2-({[(9H-fluoren-9-yl)methoxy]carbonyl}amino)-3-methylbutanamido]pentanamido]phenyl}but-3-yn-1-yl 4-nitrophenyl carbonate C(OC(CC#C)C1=CC=C(C=C1)NC([C@H](CCCNC(N)=O)NC([C@H](C(C)C)NC(=O)OCC1C2=CC=CC=C2C=2C=CC=CC12)=O)=O)(OC1=CC=C(C=C1)[N+](=O)[O-])=O